4-cyano-3-(3-(difluoromethoxy)phenyl)-1-isopropyl-N-(3-methyl-1,1-dioxidothietan-3-yl)-1H-indazole-6-carboxamide C(#N)C1=C2C(=NN(C2=CC(=C1)C(=O)NC1(CS(C1)(=O)=O)C)C(C)C)C1=CC(=CC=C1)OC(F)F